6-(2-fluoro-4-methoxyphenyl)-8-nitro-2-oxo-2H-chromen-3-carbonitrile FC1=C(C=CC(=C1)OC)C=1C=C2C=C(C(OC2=C(C1)[N+](=O)[O-])=O)C#N